4-Propylaniline C(CC)C1=CC=C(N)C=C1